C(C)C=1C(N(C=CC1C(F)(F)F)C(C(=O)N[C@@H](CC(=O)OCC)C=1C=C(C=C(C1F)C)C1=C(C=CC=C1C)O)C1=C(C=CC(=C1)CO)F)=O ethyl (3S)-3-{2-[3-ethyl-2-oxo-4-(trifluoromethyl)pyridin-1-yl]-2-[2-fluoro-5-(hydroxymethyl)phenyl]acetamido}-3-{4-fluoro-2'-hydroxy-5,6'-dimethyl-[1,1'-biphenyl]-3-yl}propanoate